C(C)(C)(C)OC(NCCCN(C(CCl)=O)[C@H](C(C)(C)C)C=1N(C=C(N1)C1=C(C=CC(=C1)F)F)CC1=CC=CC=C1)=O tert-Butyl-{3-[{(1R)-1-[1-benzyl-4-(2,5-difluorophenyl)-1H-imidazol-2-yl]-2,2-dimethylpropyl}(chloroacetyl)amino] propyl}carbamate